C(=O)C=1C(=NC=CC1)NC(C(C)(C)C)=O N-(3-FORMYL-2-PYRIDINYL)-2,2-DIMETHYLPROPANAMIDE